3-[2-(1-chlorocyclopropanyl)-3-(3-chloro-2-fluorophenyl)-2-hydroxypropyl]imidazole-4-carbonitrile ClC1(CC1)C(CN1C=NC=C1C#N)(CC1=C(C(=CC=C1)Cl)F)O